2-(((R)-1-(2-((S)-4,4-difluoro-2-methylpyrrolidin-1-yl)-3,7-dimethyl-4-oxo-4H-pyrido[1,2-a]pyrimidin-9-yl)ethyl)amino)benzoic acid FC1(C[C@@H](N(C1)C=1N=C2N(C(C1C)=O)C=C(C=C2[C@@H](C)NC2=C(C(=O)O)C=CC=C2)C)C)F